ClC1=CC(=C(C=C1)C1=NC(=CC=2N=C(N(C(C21)=O)C)C)[C@@H]2C[C@@H](OCC2)C=2C=NC=CC2)F 5-(4-chloro-2-fluorophenyl)-2,3-dimethyl-7-((2r,4s)-2-(3-pyridyl)tetrahydro-2H-pyran-4-yl)pyrido[4,3-d]pyrimidin-4(3H)-one